2-(4-(((3R,6S)-1-(2-cyanoacetyl)-6-methylpyridin-3-yl)amino)-1H-pyrrolo[2,3-b]pyridin-5-yl)-N-methyloxazole-4-carboxamide C(#N)CC(=O)N1CC(=CC=C1C)NC1=C2C(=NC=C1C=1OC=C(N1)C(=O)NC)NC=C2